trans-5-(azidomethyl)-5-hydroxytetrahydro-2H-pyran-2-carboxylic acid N(=[N+]=[N-])C[C@@]1(CC[C@@H](OC1)C(=O)O)O